ClC=1C(=C2C(=NC1C)ON=C2NC(=O)NC2=C(C=CC=C2)Cl)C 1-(5-Chloro-4,6-dimethylisoxazolo[5,4-b]pyridin-3-yl)-3-(2-chlorophenyl)urea